tert-butyl (5S)-5-amino-3,3-difluoropiperidine-1-carboxylate N[C@H]1CC(CN(C1)C(=O)OC(C)(C)C)(F)F